cobalt-nickel-aluminum [Al].[Ni].[Co]